4-propyl-Benzoic acid C(CC)C1=CC=C(C(=O)O)C=C1